4-(6-(3,3-difluorocyclobutyl)-7-methoxyimidazo[1,2-b]pyridazin-3-yl)-N-((3S,4S)-4-fluoropiperidin-3-yl)pyrimidin-2-amine FC1(CC(C1)C=1C(=CC=2N(N1)C(=CN2)C2=NC(=NC=C2)N[C@H]2CNCC[C@@H]2F)OC)F